ClCC(COC1=CC=C(C=C1)C(C)(C)C1=CC=C(C=C1)OCC(CN1N=NC(=C1)CO)O)O 1-chloro-3-(4-(2-(4-(2-hydroxy-3-(4-(hydroxymethyl)-1H-1,2,3-triazol-1-yl)propoxy)phenyl)propan-2-yl)phenoxy)propan-2-ol